2,6-bis(benzhydryl)-3,4,5-trimethoxyaniline C(C1=CC=CC=C1)(C1=CC=CC=C1)C1=C(N)C(=C(C(=C1OC)OC)OC)C(C1=CC=CC=C1)C1=CC=CC=C1